C(C)N(C(N[C@H](C(=O)O)CCN(CCCCC1=NC=2NCCCC2C=C1)CC1=CC=C(C=C1)F)=O)CC (S)-2-(3,3-diethylureido)-4-((4-fluorobenzyl)(4-(5,6,7,8-tetrahydro-1,8-naphthyridin-2-yl)butyl)amino)butanoic acid